C1(=CC=CC=C1)NC(OCC#C)=O prop-2-yn-1-yl phenylcarbamate